Benzyl azole-4-carboxylate N1C=CC(=C1)C(=O)OCC1=CC=CC=C1